[OH-].[Li+].CC1=NC(=CC=C1CC(=O)[O-])C(F)(F)F.[Li+].OC1C(C(CCC1)(O)O)(O)O tetrahydroxycyclohexanol Lithium 2-[2-methyl-6-(trifluoromethyl)-3-pyridyl]acetate Lithium hydroxide